1,2,5-oxadiazepine-2-carboxylic acid-2-methylpropane-2-yl ester CC(C)(C)OC(=O)N1OC=CN=CC1